N-methyl-asparagine tert-butyl-4-((S or R)-7-((1R,2S)-1-cyclopropyl-3-methoxy-2-methyl-3-oxopropyl)-1,2,3,4-tetrahydroquinolin-2-yl)piperidine-1-carboxylate C(C)(C)(C)C1N(CCC(C1)[C@H]1NC2=CC(=CC=C2CC1)[C@@H]([C@@H](C(=O)OC)C)C1CC1)C(=O)O.CN[C@@H](CC(N)=O)C(=O)O |o1:10|